C1(=C(C=CC=C1)C1=NC=CC=C1Cl)C1=CC=CC=C1 2-(2-biphenylyl)-3-chloropyridine